C(C1=CC=CC=C1)(=O)OC(CC)C(N(C)[C@H](C(F)(F)F)C1=CC=C(C=C1)N1C=2C=NC3=CC(=NN3C2CCC1)Cl)=O 1-[[(1S)-1-[4-(4-chloro-2,3,7,10-tetrazatricyclo[7.4.0.02,6]trideca-1(9),3,5,7-tetraen-10-yl)phenyl]-2,2,2-trifluoro-ethyl]-methyl-carbamoyl]propyl benzoate